N-(2-(2-(2-aminoethoxy)ethoxy)ethyl)-2-((2-(2,6-dioxopiperidin-3-yl)-1,3-dioxoisoindolin-5-yl)oxy)acetamide hydrochloride Cl.NCCOCCOCCNC(COC=1C=C2C(N(C(C2=CC1)=O)C1C(NC(CC1)=O)=O)=O)=O